4-(2-((2S,3R)-3-hydroxy-2-methylazetidin-1-yl)-6,7-dihydro-5H-5,7-methanocyclopenta[d]pyrimidin-4-yl)benzamide O[C@H]1[C@@H](N(C1)C=1N=C(C2=C(N1)C1CC2C1)C1=CC=C(C(=O)N)C=C1)C